C(C)(C)(C)OC(=O)N1CC(C(CC1)OC(NC)=O)C=1C(=C2COC(C2=CC1)=O)C 3-(4-methyl-1-oxo-1,3-dihydroisobenzofuran-5-yl)-4-((methylcarbamoyl)oxy)piperidine-1-carboxylic acid tert-butyl ester